5-MERCAPTO-5-METHYLHEXAN-3-ONE SC(CC(CC)=O)(C)C